N-[(1S)-5-(methylamino)-1-[[10-oxo-6-(2,2,2-trifluoroethoxy)-1,5,11-triazatricyclo[7.4.0.02,7]trideca-2,4,6,8-tetraen-11-yl]methyl]pentyl]-3-(2-methyltetrazol-5-yl)benzamide CNCCCC[C@@H](CN1C(C2=CC3=C(N=CC=C3N2CC1)OCC(F)(F)F)=O)NC(C1=CC(=CC=C1)C=1N=NN(N1)C)=O